(3R,4S)-3-cyclopropyl-4-methyl-1-(2-(1-methyl-1H-pyrazol-4-yl)-1-tosyl-1H-pyrrolo[2,3-b]pyridin-4-yl)-2-oxopyrrolidine-3-carbonitrile C1(CC1)[C@]1(C(N(C[C@H]1C)C1=C2C(=NC=C1)N(C(=C2)C=2C=NN(C2)C)S(=O)(=O)C2=CC=C(C)C=C2)=O)C#N